3-((R)-1'-(7-(((R)-1-(2,4-dichlorophenyl)ethyl)amino)-[1,2,4]triazolo[1,5-a]pyrimidin-5-yl)-[3,4'-bipiperidin]-1-yl)-N-methylpropanamide ClC1=C(C=CC(=C1)Cl)[C@@H](C)NC1=CC(=NC=2N1N=CN2)N2CCC(CC2)[C@@H]2CN(CCC2)CCC(=O)NC